OC(CN(CC(C(C(C(CO)O)O)O)O)C)CCCCCCCCCC 6-((2-hydroxydodecyl)-(methyl)amino)hexane-1,2,3,4,5-pentaol